C(C)(C)(C)OC(CN1N=C(C2=C(C1=O)C=C(O2)CO)Cl)=O.FC2=C(C(=C(C(=C2[B-](C2=C(C(=C(C(=C2F)F)F)F)F)(C2=C(C(=C(C(=C2F)F)F)F)F)C2=C(C(=C(C(=C2F)F)F)F)F)F)F)F)F.C[NH+](CCCCCCCCCCCCCCCCCC)CCCCCCCCCCCCCCCCCC methyldioctadecyl-ammonium tetrakis(pentafluorophenyl)borate tert-butyl-2-(7-chloro-2-(hydroxymethyl)-4-oxofuro[2,3-d]pyridazin-5(4H)-yl)acetate